N-(6-(2-((4-(4-methylpiperazin-1-yl)phenyl)amino)quinazolin-8-yl)pyrimidin-4-yl)acrylamide iridium(III) [Ir+3].CN1CCN(CC1)C1=CC=C(C=C1)NC1=NC2=C(C=CC=C2C=N1)C1=CC(=NC=N1)NC(C=C)=O